3-iodo-6,6-dimethyl-1,4,5,7-tetrahydroindazole IC1=NNC=2CC(CCC12)(C)C